Aminopropyl-monomethylethanolamin NCCCC(O)(CN)C